ClC1=CC=C(C=C1)C1=CN=C2N1C=CN=C2NC2=CC(=C(C=C2)N2C(CCC2)=O)C 1-[4-[[3-(4-chlorophenyl)imidazo[1,2-a]pyrazin-8-yl]amino]-2-methyl-phenyl]pyrrolidin-2-one